tri(4-octylethylphenyl) phosphite P(OC1=C(C=C(C=C1)CCCCCCCC)CC)(OC1=C(C=C(C=C1)CCCCCCCC)CC)OC1=C(C=C(C=C1)CCCCCCCC)CC